BrC1=CC=C(C=C1)N1CCC(CC1)NCCC#N 3-((1-(4-Bromophenyl)piperidin-4-yl)amino)propanenitrile